C(CCC(C(C)O)O)O 1,4,5-Hexanetriol